methyl 2-[(3-hydroxy-3-methyl-butyl)amino]-4-nitro-benzoate OC(CCNC1=C(C(=O)OC)C=CC(=C1)[N+](=O)[O-])(C)C